C(C)(=O)N1C(CCC1)C(=O)N1CCC2(C(C2)CNC(=O)C2=CC=3C(=CN=CC3)O2)CC1 N-[[6-(1-acetylpyrrolidine-2-carbonyl)-6-azaspiro[2.5]octan-2-yl]methyl]furo[2,3-c]pyridine-2-carboxamide